N-(1-(3-fluoro-4-(2-methyl-1H-imidazol-1-yl)phenyl)ethyl)-1-(triisopropylsilyl)-1H-pyrrolo[2,3-b]pyridin-6-amine FC=1C=C(C=CC1N1C(=NC=C1)C)C(C)NC1=CC=C2C(=N1)N(C=C2)[Si](C(C)C)(C(C)C)C(C)C